C(#N)[C@@H]1N(CCOC1)CC1=CC=C(C=C1)C=1C=C(C=2N=CN=C(C2N1)N[C@@H]1CNCCC1)C(=O)N 6-(4-{[(3S)-3-cyanomorpholin-4-yl]methyl}phenyl)-4-{[(3S)-piperidin-3-yl]amino}pyrido[3,2-d]pyrimidine-8-carboxamide